C(C)(C)(C)C1=CC2=C(SC=C2NC2=CC=C(C=C2)C(C)(C)C)C=C1 5-(tert-butyl)-N-(4-(tert-butyl)phenyl)benzo[b]thiophen-3-amine